di-2-benzothiazolyl disulfide S1C(=NC2=C1C=CC=C2)SSC=2SC1=C(N2)C=CC=C1